1-(4-fluoro-3-isopropyl-2-(8-methoxy-[1,2,4]triazolo[1,5-a]pyridin-6-yl)-1H-pyrrolo[2,3-c]pyridin-5-yl)-N-(3-methyloxetan-3-yl)piperidin-4-amine FC1=C2C(=CN=C1N1CCC(CC1)NC1(COC1)C)NC(=C2C(C)C)C=2C=C(C=1N(C2)N=CN1)OC